1-(3-methoxypropyl)-3-propylxanthine COCCCN1C(=O)N(C=2N=CNC2C1=O)CCC